NC=1C(=NNC1)C#CC1=C(C(=CC(=C1F)OC)OC)F 4-amino-3-((2,6-difluoro-3,5-dimethoxyphenyl)ethynyl)-1H-pyrazole